CC1=C2C(=CC=C1)OS2(=O)=O methyl-benzenesultone